FC(C=1C=CC(=NC1)[C@@H](C)NCC)F (R)-1-(5-(difluoromethyl)pyridin-2-yl)-N-ethylethane-1-amine